tert-Butyl 7-chloro-2-((1,3-dioxoisoindolin-2-yl)methyl)-4-nitro-1H-indole-1-carboxylate ClC=1C=CC(=C2C=C(N(C12)C(=O)OC(C)(C)C)CN1C(C2=CC=CC=C2C1=O)=O)[N+](=O)[O-]